[N-]=C=O.[N-]=C=O.FC1=CC(=C(C=C1F)F)F 2,3,5,6-Tetrafluorobenzene diisocyanate